(S)-2-(3-(6-chloro-3-(1H-imidazol-1-yl)-5-methoxy-1-methyl-1H-pyrrolo[3,2-b]pyridin-2-yl)-1H-1,2,4-triazol-5-yl)propanenitrile ClC=1C=C2C(=NC1OC)C(=C(N2C)C2=NNC(=N2)[C@H](C#N)C)N2C=NC=C2